2-[(2-Phenylethanesulfonyl)mercapto]succinic acid C1(=CC=CC=C1)CCS(=O)(=O)SC(C(=O)O)CC(=O)O